C[C@@H]1O[C@@H](CN(C1)C1=CC(=CC(=N1)C1=NC2=CC(=NC=C2C=C1)CNC(C1=CN=CC(=C1)S(=O)(=O)CCO)=O)F)C N-((2-(6-((cis)-2,6-dimethylmorpholino)-4-fluoropyridin-2-yl)-1,6-naphthyridin-7-yl)methyl)-5-((2-hydroxyethyl)sulfonyl)nicotinamide